BrC1C(NC(NC1=O)=O)C(=O)O 5-bromo-2,6-dioxo-hexahydropyrimidine-4-carboxylic acid